The molecule is a vitamin B6 phosphate that is the phosphoric ester derivative of pyridoxamine. It has a role as a human metabolite, a Saccharomyces cerevisiae metabolite, an Escherichia coli metabolite and a mouse metabolite. It is a vitamin B6 phosphate, an aminoalkylpyridine, a monohydroxypyridine and a member of methylpyridines. It derives from a pyridoxamine. It is a conjugate acid of a pyridoxamine 5'-phosphate(1-). CC1=NC=C(C(=C1O)CN)COP(=O)(O)O